C(C)OC(=O)C=1N=C(SC1NC=1C=NN(C1)C)Br bromo-5-((1-methyl-1H-pyrazol-4-yl)amino)thiazole-4-carboxylic acid ethyl ester